3-methyl-5α-cholestane-4β,3,25-triol CC1([C@@H]([C@@H]2CC[C@H]3[C@@H]4CC[C@H]([C@@H](CCCC(C)(C)O)C)[C@]4(CC[C@@H]3[C@]2(CC1)C)C)O)O